ClC1=CC=C2C(=CNC2=C1C(F)F)S(=O)(=O)NC1=NC=C(C=C1OC)OC(F)F 6-Chloro-N-[5-(difluoromethoxy)-3-methoxypyridin-2-yl]-7-(difluoromethyl)-1H-indol-3-sulfonamid